N-(4-((4-(2-methyltetrahydro-2H-pyran-2-yl)-4-phenethylpiperidin-1-yl)methyl)phenyl)acetamide CC1(OCCCC1)C1(CCN(CC1)CC1=CC=C(C=C1)NC(C)=O)CCC1=CC=CC=C1